ClC=1C=C(C=CC1)C(CN1C[C@H]([C@@H](C1)C)COC1=CC=C(C=C1)S(=O)(=O)C)O 1-(3-chlorophenyl)-2-[trans-3-[(4-methanesulfonylphenoxy)methyl]-4-methylpyrrolidin-1-yl]ethan-1-ol